3-((4-(1-(5-(3,5-dichlorophenyl)-1H-indazol-1-yl)-3-methylbutyl)benzyl)amino)propionic acid ClC=1C=C(C=C(C1)Cl)C=1C=C2C=NN(C2=CC1)C(CC(C)C)C1=CC=C(CNCCC(=O)O)C=C1